N-(3-(morpholinomethyl)-1,2,4-thiadiazol-5-yl)-4-(3-(trifluoromethoxy)phenyl)furan-2-carboxamide O1CCN(CC1)CC1=NSC(=N1)NC(=O)C=1OC=C(C1)C1=CC(=CC=C1)OC(F)(F)F